O=C(C(=O)O)CCC α-Keto-Valeric acid